NC=1C=C(C(=O)OC(C)(C)C)C=CC1N tert-butyl 3,4-diaminobenzoate